FC=1C=C2C(=NC1)NC=C2C2=NC(=CC(=N2)N[C@H]2C[C@H](CCC2)NC(=O)C=2N=NNC2)C2=CC=CC=C2 |r| (+/-)-cis-N-(3-((2-(5-fluoro-1H-pyrrolo[2,3-b]pyridin-3-yl)-6-phenyl-pyrimidin-4-yl)amino)cyclohexyl)-1H-1,2,3-triazole-4-carboxamide